3-(((7-(1H-Pyrazol-4-yl)-2,3-dihydrofuro[3,2-c]pyridin-4-yl)amino)methyl)-N-(thiazol-4-ylmethyl)benzamid N1N=CC(=C1)C=1C2=C(C(=NC1)NCC=1C=C(C(=O)NCC=3N=CSC3)C=CC1)CCO2